C(C)(C)OC1=CC=2N(C=C1C(NC=1C(N(C=CC1)[C@@H]1[C@@H](C1)F)=O)=O)C=C(N2)C2CCN(CC2)C(=O)OC(C)(C)C |r| tert-butyl 4-[7-isopropoxy-6-[[2-oxo-1-[rac-(1S,2R)-2-fluorocyclopropyl]-3-pyridyl]carbamoyl]imidazo[1,2-a]pyridin-2-yl]piperidine-1-carboxylate